N-(4-bromopyridin-2-yl)-3-(4-{2-[(tert-butyldimethylsilyl)oxy]ethyl}piperazin-1-yl)acrylamide BrC1=CC(=NC=C1)NC(C=CN1CCN(CC1)CCO[Si](C)(C)C(C)(C)C)=O